C(C)(=O)O.C(CCC)N1N=CN(C1)C 1-n-butyl-4-methyl-1,2,4-triazole acetate